(4-methoxy-3-nitrophenyl)-4-methylpiperazine COC1=C(C=C(C=C1)N1CCN(CC1)C)[N+](=O)[O-]